(3S,4R)-4-(2,6-difluoro-4-methoxyphenyl)-3-{[5-(4-phenoxyphenyl)-1,3,4-oxadiazol-2-yl]amino}pyrrolidin-2-one FC1=C(C(=CC(=C1)OC)F)[C@H]1[C@@H](C(NC1)=O)NC=1OC(=NN1)C1=CC=C(C=C1)OC1=CC=CC=C1